Cl.CNCC(=O)OCC ethyl methylglycinate HCl salt